phenol bisphosphinite PO.PO.C1(=CC=CC=C1)O